5-fluoro-4-[4-methyl-5-oxo-3-(prop-2-yl)-4,5-dihydro-1H-1,2,4-triazol-1-yl]-2-{[(2S)-4-methylpentan-2-yl]oxy}-N-phenylbenzamide FC=1C(=CC(=C(C(=O)NC2=CC=CC=C2)C1)O[C@@H](C)CC(C)C)N1N=C(N(C1=O)C)C(C)C